C(C(O)C)(=O)[O-].C(C(O)C)(=O)[O-].[Fe+2] iron dilactate